C(O)C(CCCCC=C)(CO)CO trimethylolhepten